zirconium (cis-2-butene-1,4-diol) C(\C=C/CO)O.[Zr]